C(C)(C)(C)C12C(N(C(N(C1=O)C1CC1)=O)C1=C(C=C(C=C1)I)F)N(C(C(=C2NC2=CC=C(C=C2)N)C)=O)C tert-butyl-5-(4-aminoanilino)-3-cyclopropyl-1-(2-fluoro-4-iodo-phenyl)-6,8-dimethyl-pyrido[2,3-d]pyrimidine-2,4,7-trione